(S)-3-isopropyl-5-(4-(1-((5-(pyridin-4-yl)thiazolo[5,4-b]pyridin-2-yl)oxy)ethyl)piperidin-1-yl)-1,2,4-oxadiazol C(C)(C)C1=NOC(=N1)N1CCC(CC1)[C@H](C)OC=1SC2=NC(=CC=C2N1)C1=CC=NC=C1